CC(C)C[C@@H](C(=O)N[C@@H](CO)C(=O)N[C@@H](CCC(=O)O)C(=O)N[C@@H](C(C)O)C(=O)N[C@@H](CCC(=O)O)C(=O)N[C@@H](C(C)O)C(=O)N[C@H](CC(C)C)C(=O)O)NC(=O)CCC(=O)NCCCOCCOCCOCCCN The molecule is a seven-membered oligopeptide comprising L-leucine, L-serine, L-glutamic acid, L-threonine, L-glutamic acid, L-threonine and D-leucine residues coupled in sequence, modified by insertion at the N-terminal position of the flexible and hydrophilic PEG chain 1,13-diamino-4,7,10-trioxatrideacne succinamic acid linker (Ttds).